CC(C)OC1=C(C=C2C=CN=C(C2=C1)OC[C@@H]1OCCC1)C(=O)N 7-(prop-2-yloxy)-1-[(2R)-tetrahydrofuran-2-ylmethoxy]isoquinoline-6-carboxamide